N-methyl-N-[1-[2-pyrimidin-2-yl-5-(trifluoromethylsulfanyl)-1,2,4-triazol-3-yl]ethyl]-3,5-bis(trifluoromethyl)benzamide CN(C(C1=CC(=CC(=C1)C(F)(F)F)C(F)(F)F)=O)C(C)C=1N(N=C(N1)SC(F)(F)F)C1=NC=CC=N1